[Si](C)(C)(C(C)(C)C)OC[C@H]1N(CCC(C1)=O)C(C1=C(C=C(C(=C1)OC)O[Si](C(C)C)(C(C)C)C(C)C)[N+](=O)[O-])=O (S)-2-(((tert-Butyldimethylsilyl)oxy)methyl)-1-(5-methoxy-2-nitro-4-((triisopropylsilyl)oxy)benzoyl)piperidin-4-one